2-aminocyclohexane-1,3-diol NC1C(CCCC1O)O